C(#N)C1=CC=C2C=3C(C4=C(C(C3NC2=C1)(C)C)C=C(C(=C4)CC)N4CCN(CC4)C(CCCN4C[C@@H](C(C4)(C)C)NC(OC(C)(C)C)=O)=O)=O tert-butyl N-[(3R)-1-[4-(4-{3-cyano-9-ethyl-6,6-dimethyl-11-oxo-5H,6H,11H-benzo[b]carbazol-8-yl}piperazin-1-yl)-4-oxobutyl]-4,4-dimethylpyrrolidin-3-yl]carbamate